CN1CCNCC1 1-methyltetrahydro-1,4-diazine